CC(CC(=O)N)CC 3-methylvaleramide